C(CC)OC(C(N)(C)C)=O.C(C1=CC=CC=C1)(=O)N benzamide propyl-dimethyl-aminoacetate